The molecule is a monocarboxylic acid anion that is the is conjugate base of 4-O-beta-D-glucosyl-4-coumaric acid. It derives from a 4-coumarate. It is a conjugate base of a 4-O-beta-D-glucosyl-4-coumaric acid. C1=CC(=CC=C1/C=C/C(=O)[O-])O[C@H]2[C@@H]([C@H]([C@@H]([C@H](O2)CO)O)O)O